CC1(N(C(OC1)=O)C(\C=C\C1=C(C=CC=C1)OC(F)(F)F)=O)C (E)-4,4-dimethyl-3-(3-(2-(trifluoromethoxy)phenyl)acryloyl)oxazolidin-2-one